2,3-dibromopropanesulfonic acid sodium [Na].BrC(CS(=O)(=O)O)CBr